C1(CC1)N(C1=C(C=C(C=C1)F)OC)[C@H]1CC[C@H](CC1)N(C(OC(C)(C)C)=O)C cis-tert-butyl N-[4-(N-cyclopropyl-4-fluoro-2-methoxy-anilino)cyclohexyl]-N-methyl-carbamate